C(#N)C12CC3(CC(C[C@H](C1)C3)C2)NC(C2=C(C=CC(=C2)C(F)(F)F)S(=O)(=O)C)=O N-((1R,5R)-3-cyanoadamantan-1-yl)-2-(methylsulfonyl)-5-(trifluoromethyl)benzamide